CN(S(=O)(=O)C)C1=CC=C(C=C1)C=1C(N(C2=CC=C(C=C2C1)C1=CC=C(C=C1)C1CCN(CC1)C(C)C)C)=O N-methyl-N-[4-(1-methyl-2-oxo-6-{4-[1-(propan-2-yl)piperidin-4-yl]phenyl}-1,2-dihydroquinolin-3-yl)phenyl]methanesulfonamide